C(C(=C)C)(=O)OCCCS(=O)(=O)[O-] methacryloxypropyl-sulfonate